C1(=CC=C(C=C1)C1=NC(=CC=C1C(=O)N)C1=CC=C(C=C1)C)C 2,6-bis(p-tolyl)pyridine-3-carboxamide